The molecule is a mnocarboxylic acid anion that is the conjugate base of 13-[(9Z)-hexadecenoyloxy]octadecanoic acid, obtained by deprotonation of the carboxy group; major species at pH 7.3. It is a conjugate base of a 13-[(9Z)-hexadecenoyloxy]octadecanoic acid. CCCCCC/C=C\\CCCCCCCC(=O)OC(CCCCC)CCCCCCCCCCCC(=O)[O-]